C1(=CC=CC2=CC=CC=C12)N(C1=CC(=C(C2=C(C=C(N(C3=CC=CC=C3)C3=CC=CC4=CC=CC=C34)C=C2)C)C=C1)C)C1=CC=CC=C1 bis(naphthalene-1-yl)-N,N'-di(phenyl)-2,2'-dimethylbenzidine